N-((1R,3s,5S)-8-azabicyclo[3.2.1]oct-3-yl)-3-chloro-N-methyl-4-(2-(2-methylpyrido[2,3-d]pyrimidin-4-yl)cyclopropyl)benzamide [C@H]12CC(C[C@H](CC1)N2)N(C(C2=CC(=C(C=C2)C2C(C2)C=2C1=C(N=C(N2)C)N=CC=C1)Cl)=O)C